CO[Si](CCCS)(OC)OC γ-trimethoxysilylpropanethiol